FC1=C(C=CC(=C1)C(F)(F)F)N1CCC(CC1)(C(=O)NCCNC)C=1C=CC(=NC1)C=1C(=NC=CC1)OC 1-[2-fluoro-4-(trifluoromethyl)phenyl]-4-{2'-methoxy-[2,3'-bipyridine]-5-yl}-N-[2-(methylamino)ethyl]piperidine-4-carboxamide